C12(CC(C1)C2)N2N=CC=1C2=NC(=NC1Cl)CC1CC1 1-(bicyclo[1.1.1]pentan-1-yl)-4-chloro-6-(cyclopropylmethyl)-1H-pyrazolo[3,4-d]pyrimidine